C(C)(=O)N1C(=CC2=NC(=C(C=C21)C)N)CN(C(C)=O)C N-((1-acetyl-5-amino-6-methyl-1H-pyrrolo[3,2-b]pyridin-2-yl)methyl)-N-methylacetamide